2-[[3-bromo-5-[4-cyclopropyl-6-(difluoromethoxy)pyrimidin-5-yl]pyrazolo[4,3-d]pyrimidin-2-yl]methoxy]ethyl-trimethyl-silane BrC=1N(N=C2C1N=C(N=C2)C=2C(=NC=NC2OC(F)F)C2CC2)COCC[Si](C)(C)C